CC1=NC=CC(=C1)C1=CC=2C=NC(=CC2N1)NC(=O)C=1C=2C=NNC2C=CC1 N-(2-(2-methylpyridin-4-yl)-1H-pyrrolo[3,2-c]pyridin-6-yl)-1H-indazole-4-carboxamide